2-methoxy-4-[(E)-[2-methoxyethyl-(7-methoxy-5-methyl-1,1-dioxo-1,2-benzothiazol-3-yl)hydrazono]methyl]phenol COC1=C(C=CC(=C1)/C=N/N(C1=NS(C2=C1C=C(C=C2OC)C)(=O)=O)CCOC)O